CC=1C=C(C=CC1OC(C)C)CC(=O)Cl 2-[3-methyl-4-(propan-2-yloxy)phenyl]acetyl chloride